BrC=1C=C(C=CC1)C1=NOC(C1(C)C)CC1=NC2=CC=CC=C2C(=C1)C 3-(3-bromophenyl)-4,4-dimethyl-5-((4-methylquinolin-2-yl)methyl)-4,5-dihydroisoxazole